ClC1=CC(=NC=N1)NC(=O)[C@@H]1[C@@H](C1)F (1R,2R)-N-(6-chloropyrimidin-4-yl)-2-fluorocyclopropane-1-carboxamide